C(C=C)(=O)OC(C)C(OC)OC1=CC=C(C=C1)N=NC1=CC=C(C=C1)O (4-((4-hydroxyphenyl) diazenyl) phenoxy)-3-methoxyprop-2-yl acrylate